C(C)OC(=O)C1=NNC2=C1C(N(CC2)C(=O)OC(C)(C)C)CCC(C(=O)OC)NC(=O)OCC2=CC=CC=C2 [3-(benzyloxycarbonylamino)-4-methoxy-4-oxo-butyl]-6,7-dihydro-4H-pyrazolo[4,3-c]Pyridine-3,5-dicarboxylic acid 5-tert-butyl 3-ethyl ester